NC(C1=CC=CC=C1)(C1=CC=CC=C1)N diaminodiphenylmethan